8-[(4-Cyano-piperidin-4-ylmethyl)-amino]-6-(3-fluoro-pyridin-4-yl)-imidazo[1,2-a]pyrazine-2-carboxylic acid amide C(#N)C1(CCNCC1)CNC=1C=2N(C=C(N1)C1=C(C=NC=C1)F)C=C(N2)C(=O)N